Cl.ClC=1C=C(OC2CCC(CC2)C(=O)NC=2N=NC(=CC2)C2CCNCC2)C=CC1C#N (1r,4r)-4-(3-chloro-4-cyanophenoxy)-N-(6-(piperidin-4-yl)pyridazin-3-yl)cyclohexane-1-carboxamide hydrochloride